tert-butyl (2S)-4-[7-(8-chloro-1-naphthyl)-2-[[(2R)-1-methylpyrrolidin-2-yl]methoxy]-6,8-dihydro-5H-pyrido[3,4-d]pyrimidin-4-yl]-2-(cyanomethyl)piperazine-1-carboxylate ClC=1C=CC=C2C=CC=C(C12)N1CC=2N=C(N=C(C2CC1)N1C[C@@H](N(CC1)C(=O)OC(C)(C)C)CC#N)OC[C@@H]1N(CCC1)C